C1(CCCCC1)[C@H](C)OC1=C(C(=O)NC2=NC=NC=C2C)C=C(C(=C1)N1N=C2N(CCCC2)C1=O)F 2-[(1S)-1-cyclohexylethoxy]-5-fluoro-N-(5-methylpyrimidin-4-yl)-4-(3-oxo-5,6,7,8-tetrahydro[1,2,4]triazolo[4,3-a]pyridin-2(3H)-yl)benzamide